FC=1C(=C2C(=NC(=NN2C1)N[C@H]1[C@H](CN(CC1)C1COC1)F)OC)C=1C=CC=2N(C1)C(=CN2)C(=O)NC 6-(6-fluoro-2-(((3S,4R)-3-fluoro-1-(oxetan-3-yl)piperidin-4-yl)amino)-4-methoxypyrrolo[2,1-f][1,2,4]triazin-5-yl)-N-methylimidazo[1,2-a]pyridine-3-carboxamide